N-(2-((6-(2,6-dichloro-3,5-dimethoxyphenyl)-8-((oxetan-3-ylmethyl)amino)pyrido[3,4-d]pyrimidin-2-yl)amino)-3-methylphenyl)acrylamide ClC1=C(C(=C(C=C1OC)OC)Cl)C1=CC2=C(N=C(N=C2)NC2=C(C=CC=C2C)NC(C=C)=O)C(=N1)NCC1COC1